FC=1C=C(C=NC1C)[C@H]1N(OCC1)C(=O)[C@@H]1CC[C@H](CC1)CC1=CN=NC(=C1)C trans-[(3S)-3-(5-fluoro-6-methylpyridin-3-yl)-1,2-oxazolidin-2-yl]-[4-[(6-methylpyridazin-4-yl)methyl]cyclohexyl]methanone